C(#N)CCN(C(CC)CC)C(CC)CC N-(2-cyanoethyl)-N,N-di(3-pentyl)-amine